C(C)=[NH2+] ethyl-1-yl-ammonium